5-(2-((2-methoxyethyl)amino)-6H-1,3,4-thiadiazin-5-yl)-1H-benzo[d]imidazol-2(3H)-one COCCNC=1SCC(=NN1)C1=CC2=C(NC(N2)=O)C=C1